O1C2C(C(C1)O)OCC2 hexahydrofurano[3,2-b]furan-3-ol